C(C)C1C(N(C(N1)=O)C1=NC=C(N=C1)OC1=CC=C(C2=C1C1(CC1)CO2)C)=O 5-ethyl-3-[5-(7-methyl-spiro[2H-benzofuran-3,1'-cyclopropan]-4-yl)oxypyrazin-2-yl]imidazolidine-2,4-dione